N=1C=C(N2C1C=CC=C2)C(=O)N2CC1=C(CC2)C(=CS1)C(=O)NC1=CC(=CC(=C1)C(F)(F)F)N1CCOCC1 6-(imidazo[1,2-a]pyridine-3-carbonyl)-N-(3-morpholino-5-(trifluoromethyl)-phenyl)-4,5,6,7-tetrahydro-thieno[2,3-c]pyridine-3-carboxamide